C(C)N1N=CC=2C(=NC(=CC21)C(=O)N)C=2N(C=C(N2)C2=CC(=NN2CCCO)C)C ethyl-4-{4-[1-(3-hydroxypropyl)-3-methyl-1H-pyrazol-5-yl]-1-methyl-1H-imidazol-2-yl}-1H-pyrazolo[4,3-c]pyridine-6-carboxamide